N3-(2-((3S,4R)-3-fluoro-4-methoxypiperidin-1-yl)pyrimidin-4-yl)-5-isopropyl-N8-(((4R)-4-(methylsulfonyl)pyrrolidin-3-yl)methyl)isoquinoline-3,8-diamine F[C@H]1CN(CC[C@H]1OC)C1=NC=CC(=N1)NC=1N=CC2=C(C=CC(=C2C1)C(C)C)NCC1CNC[C@@H]1S(=O)(=O)C